phosphoric acid cetylester C(CCCCCCCCCCCCCCC)OP(O)(O)=O